CC1=C(OC2=C(C=C(C=C2C1=O)C)C(C)NC1=C(C(=O)O)C=CC=C1)C1=CC=C(C=C1)C=1C=NN(C1)C 2-((1-(3,6-dimethyl-2-(4-(1-methyl-1H-pyrazol-4-yl)phenyl)-4-oxo-4H-chromen-8-yl)ethyl)amino)benzoic acid